The molecule is a fatty acid ester resulting from the formal condensation of the hydroxy group at position-1 of glycerol with the carboxy group of docosanoic acid. It has a role as a plant metabolite and an antineoplastic agent. It is a 1-monoglyceride and a fatty acid ester. It derives from a glycerol and a docosanoic acid. CCCCCCCCCCCCCCCCCCCCCC(=O)OCC(CO)O